ClC1C2(CCNCC12)C1=CC=CC=C1 7-Chloro-6-phenyl-3-azabicyclo[4.1.0]heptane